(4aR,8aS)-6-(2-(2-Fluoro-4-(trifluoromethyl)benzyl)-2,7-diazaspiro[3.5]nonane-7-carbonyl)hexahydro-2H-pyrido[4,3-b][1,4]oxazin-3(4H)-one FC1=C(CN2CC3(C2)CCN(CC3)C(=O)N3C[C@@H]2[C@@H](OCC(N2)=O)CC3)C=CC(=C1)C(F)(F)F